N-[(3S)-9-fluoro-2-oxo-5-phenyl-1,3-dihydro-1,4-benzodiazepin-3-yl]-2-(1-propan-2-ylpyrazol-4-yl)-6,7-dihydro-5H-pyrazolo[5,1-b][1,3]oxazine-3-carboxamide FC1=CC=CC=2C(=N[C@@H](C(NC21)=O)NC(=O)C=2C(=NN1C2OCCC1)C=1C=NN(C1)C(C)C)C1=CC=CC=C1